2,2-DIMETHYL-5-PROPYLCYCLOPENTAN-1-ONE CC1(C(C(CC1)CCC)=O)C